BrC1=C2C=C(NC2=CC(=C1)C1CC1)C(=O)NC 4-bromo-6-cyclopropyl-N-methyl-1H-indole-2-carboxamide